[N+](=O)([O-])C1=NN(C=C1)C1=CC=C(C=N1)C(C)(C)N 2-(6-(3-nitro-1H-pyrazol-1-yl)pyridin-3-yl)propan-2-amine